N-tert-butyl-2-thiophen-2-ylacetamide C(C)(C)(C)NC(CC=1SC=CC1)=O